C[C@@H]1N(CC1)C1=NC(=C(C(=N1)C=1C=NN(C1)CC(=O)N1CCNCC1)F)C(F)(F)F 2-(4-{2-[(S)-2-methyl-1-azetidinyl]-5-fluoro-6-(trifluoromethyl)-4-pyrimidinyl}-1-pyrazolyl)-1-(1-piperazinyl)-1-ethanone